COC(CCC[C@H]1N(CCC1)C(=O)OC(C)(C)C)=O tert-Butyl (R)-2-(4-methoxy-4-oxobutyl)pyrrolidine-1-carboxylate